N=1ON=C2C1C=CC(=C2)COC2=C(CN1[C@@H](CCCC1)C(=O)O)C=C(C(=C2)OCC=2C(=C(C=CC2)C2=CC=CC=C2)Br)Cl (S)-1-(2-(benzo[c][1,2,5]oxadiazol-5-ylmethoxy)-5-chloro-4-((2-bromo-[1,1'-biphenyl]-3-yl)methoxy)benzyl)piperidine-2-carboxylic acid